C(C1=CC=CC=C1)NC1=C2C3=C(C=NC2=CC=C1)SC1=C(C3=O)C=C(C=C1)C (benzylamino)-10-methyl-12H-benzothiopyrano[2,3-c]Quinolin-12-one